C(C(=O)O)(=O)O.C(C)(C)(C)OC(=O)N1C2CC(CC1CCC2)N (3-exo)-3-amino-9-azabicyclo[3.3.1]nonane-9-carboxylic acid tert-butyl ester oxalate